FC(C(=O)N(C=1C=NN(C1)C)C1CC(C1)NC(OC(C)(C)C)=O)(F)F tert-butyl N-{3-[2,2,2-trifluoro-N-(1-methyl-1H-pyrazol-4-yl)acetamido]cyclobutyl}carbamate